Cl.C(C)OC(C[C@@H](C=1C=C(C=C(C1F)C)C1=C(C=CC=C1C)CC)N)=O.C1(=CC=CC2=CC=CC=C12)N(C1=CC=CC=C1)C1=CC=C(C=C1)C1=CC=C(C=C1)N(C1=CC=CC2=CC=CC=C12)C1=CC=CC=C1 4,4'-bis[N-(1-naphthyl)-N-phenylamino]biphenyl ethyl-(S)-3-amino-3-(2'-ethyl-4-fluoro-5,6'-dimethyl-[1,1'-biphenyl]-3-yl)propanoate hydrochloride